ClC1=CC=2N=C(N=C(C2C=N1)N1CCOC[C@](C1)(O)C)OC[C@]12CCCN2C[C@@H](C1)F (S)-4-(7-chloro-2-(((2R,7aS)-2-fluorotetrahydro-1H-pyrrolizin-7a(5H)-yl)methoxy)pyrido[4,3-d]pyrimidin-4-yl)-6-methyl-1,4-oxazepan-6-ol